BrC1=C(C(=C(C=C1)CO)OC)OC (4-Bromo-2,3-dimethoxyphenyl)methanol